1-hexyl-2-methylpyridinium acetate C(C)(=O)[O-].C(CCCCC)[N+]1=C(C=CC=C1)C